p-hydroxybenzoic acid anion OC1=CC=C(C(=O)[O-])C=C1